FC(C1=CC=2CCC[C@H]3N(C2N=C1)CCNC3)(F)F (R)-3-(trifluoromethyl)-6,7,7a,8,10,11-hexahydropyrazino[1,2-a]pyrido[3,2-f]azepin